(S)-1-(5-oxopyrrolidin-3-yl)cyclopropane-1-carboxylic acid ethyl ester C(C)OC(=O)C1(CC1)[C@H]1CNC(C1)=O